C1=C2C3=CC=4OC5=C(C4C=C3C=CC2=CC=C1)C=CC=C5B5OCCO5 phenanthro[3,2-b]benzofuran-11-yl-1,3,2-dioxaborolan